(R)-N-(5-(5-ethyl-1,2,4-oxadiazol-3-yl)-2,3-dihydro-1H-inden-1-yl)-5-methylpicolinamide C(C)C1=NC(=NO1)C=1C=C2CC[C@H](C2=CC1)NC(C1=NC=C(C=C1)C)=O